ONC(=O)C1=CC2=C(CN([C@@H](CO2)C2=C3N=CC=NC3=CC=C2)C(=O)C2CCOCC2)C=C1 (R)-N-hydroxy-3-(quinoxalin-5-yl)-4-(tetrahydro-2H-pyran-4-carbonyl)-2,3,4,5-tetrahydrobenzo[f][1,4]oxazepine-8-carboxamide